1-Isopropyl-4-nitro-1H-imidazole C(C)(C)N1C=NC(=C1)[N+](=O)[O-]